cerium(4+) disulfate S(=O)(=O)([O-])OS(=O)(=O)[O-].[Ce+4].S(=O)(=O)([O-])OS(=O)(=O)[O-]